COC1=CC2=C(N=CN2)C=C1 5-methoxybenzimidazole